2-Isopropyl-5-methylcyclohexyl 4-(2-ethoxy-2-oxido-5-(phenylselanyl)-3,4-dihydro-1,2-oxaphosphinin-6-yl)benzoate C(C)OP1(OC(=C(CC1)[Se]C1=CC=CC=C1)C1=CC=C(C(=O)OC2C(CCC(C2)C)C(C)C)C=C1)=O